4-[2-[(dimethylamino)methyl]-4-(trifluoromethyl)thiazol-5-yl]-5-fluoro-N-(1-methylsulfonyl-4-piperidyl)pyridin-2-amine CN(C)CC=1SC(=C(N1)C(F)(F)F)C1=CC(=NC=C1F)NC1CCN(CC1)S(=O)(=O)C